C[C@]12CCC3[C@@H](CC[C@H]4[C@H]([C@H](O[C@@H]([C@@]34OO1)O2)OCCCOC2=CC=C(C=C2)NC(C)=O)C)C N-(4-(3-(((3R,6R,8aS,9R,10S,12R,12aR)-3,6,9-Trimethyldecahydro-12H-3,12-epoxy-[1,2]dioxepino[4,3-i]isochromen-10-yl)oxy)propoxy)phenyl)acetamide